OC1=C(C=C(C=C1)C=CC(=O)O)OC 3-(4-hydroxy-3-methoxyphenyl)prop-2-enoic acid